S1C2=C(C=C1C(C(C#N)C(O)C1=CC(=CC=C1)Br)=O)C=CC=C2 3-(benzo[b]thiophen-2-yl)-2-((3-bromophenyl)(hydroxy)methyl)-3-oxopropanenitrile